C(C)N(S(=O)(=O)C1=CC=C(C=C1)C#C[2H])CC N,N-diethyl-4-(ethynyl-d)benzenesulfonamide